Tert-butyl 4-(4-(6-chloro-2-(dimethylcarbamoyl)-7-fluorobenzo[b]thiophen-4-yl)phenyl)piperazine-1-carboxylate ClC=1C=C(C2=C(SC(=C2)C(N(C)C)=O)C1F)C1=CC=C(C=C1)N1CCN(CC1)C(=O)OC(C)(C)C